bis-[4-octylphenyl]phosphate C(CCCCCCC)C1=CC=C(C=C1)OP(=O)(OC1=CC=C(C=C1)CCCCCCCC)[O-]